C(C=C)(=O)N1CCN(CC1)C1=C(C(=NC2=C(C(=C(C=C12)Cl)C1=CC=C(C2=C1N=C(S2)N)F)F)NCCC(=O)N(C)C)C#N 3-((4-(4-acryloylpiperazin-1-yl)-7-(2-amino-7-fluorobenzo[d]thiazol-4-yl)-6-chloro-3-cyano-8-fluoroquinolin-2-yl)amino)-N,N-dimethylpropanamide